Ethyl 2-{[3-fluoro-4-(1-hydroxy-2-methylpropan-2-yl)phenyl]-amino}-4-{[(1S)-2-hydroxy-1-phenylethyl]amino}pyrimidine-5-carboxylate FC=1C=C(C=CC1C(CO)(C)C)NC1=NC=C(C(=N1)N[C@H](CO)C1=CC=CC=C1)C(=O)OCC